C1(CC1)[C@@H](C1=NC=2N(C=C1)C=C(N2)[C@@H](NC(=O)C=2C(=NOC2)CCC(F)(F)F)C2CCC(CC2)(F)F)NC(C[C@@H](C(F)(F)F)C)=O |o1:39| N-((S)-(7-((S)-Cyclopropyl((S*)-4,4,4-trifluoro-3-methylbutanamido)methyl)imidazo[1,2-a]pyrimidin-2-yl)(4,4-difluorocyclohexyl)methyl)-3-(3,3,3-trifluoropropyl)isoxazole-4-carboxamide